2-(1-(ethylsulfonyl)-3-(4-(2-(thiophen-2-yl)imidazo[4,5-d]pyrrolo[2,3-b]pyridine-1(6H)-yl)-1H-pyrazol-1-yl)azetidin-3-yl)acetonitrile C(C)S(=O)(=O)N1CC(C1)(N1N=CC(=C1)N1C(=NC=2C1=C1C(=NC2)NC=C1)C=1SC=CC1)CC#N